N1[C@@H](CCC1)C(=S)O thio-proline